2-(2,6-dioxopiperidin-3-yl)-4-((1-methyl-6-(6-methylpyridazin-4-yl)-1H-indazol-5-yl)amino)isoindoline-1,3-dione O=C1NC(CCC1N1C(C2=CC=CC(=C2C1=O)NC=1C=C2C=NN(C2=CC1C1=CN=NC(=C1)C)C)=O)=O